2-(2-(cyclopropanesulfonamido)thiazol-4-yl)-N-(4-(4-methoxypyridin-2-yl)phenyl)-2-methylpropanamide C1(CC1)S(=O)(=O)NC=1SC=C(N1)C(C(=O)NC1=CC=C(C=C1)C1=NC=CC(=C1)OC)(C)C